C(=CCCCCCC)CC(=O)O.C(C)(=O)OC(C=C)CCCCC oct-1-en-3-yl acetate (OCTENYL ACETATE)